N1C(=NC2=C1C=CC=C2)C2=C(C(=CC=C2)F)C=2C(=CC(=CC2)C(N[C@H](CCC)C2=CC=CC=C2)=O)C(=O)O 2'-(1H-1,3-benzodiazol-2-yl)-6'-fluoro-4-{[(1R)-1-phenylbutyl]carbamoyl}-[1,1'-biphenyl]-2-carboxylic acid